C(C)(C)C1=C(C=C(C=C1)/C=C/C=1N(C=CN1)C)OC (E)-2-(4-isopropyl-3-methoxyphenylvinyl)-1-methyl-1H-imidazole